O=C(C(C1=CC=CC=C1)N1C(CCC1=O)=O)N1CCN(CC1)C1=CC=CC=C1 (2-oxo-1-phenyl-2-(4-phenylpiperazin-1-yl)ethyl)pyrrolidine-2,5-dione